FC1=C(C=CC=C1[N+](=O)[O-])C(C)=O 1-(2-fluoro-3-nitrophenyl)ethanone